6-(2-(3-(2-chloro-6-methylphenyl)-5-cyclopropylisoxazol-4-yl)-7-azaspiro[3.5]non-1-en-7-yl)quinoline-2-carboxylic acid ClC1=C(C(=CC=C1)C)C1=NOC(=C1C1=CC2(C1)CCN(CC2)C=2C=C1C=CC(=NC1=CC2)C(=O)O)C2CC2